zirconium sulfate S(=O)(=O)([O-])[O-].[Zr+4].S(=O)(=O)([O-])[O-]